FC(C1=CC=C(CN2C=CC3=CC=CC(=C23)C(=O)NC2(CC2)C23CCC(CC2)(CC3)C(=O)OC)C=C1)(F)F methyl 4-(1-(1-(4-(trifluoromethyl)benzyl)-1H-indole-7-carboxamido)cyclopropyl)bicyclo[2.2.2]octane-1-carboxylate